BrC=1C=C(C=CC1)C1C(N(C(CC1)=O)CC1=CC=C(C=C1)OC)=O 3-(3-bromophenyl)-1-[(4-methoxyphenyl)methyl]piperidine-2,6-dione